C(CCC)C(C(=O)OCCCCCCCC(=O)OCC1=CC(=CC(=C1)CO)COC(CCC(OCCCC\C=C/CC)OCCCC\C=C/CC)=O)CCCCCC 3-(((4,4-bis(((Z)-oct-5-en-1-yl)oxy)butanoyl)oxy)methyl)-5-(hydroxymethyl)benzyl 8-((2-butyloctanoyl)oxy)octanoate